1-(5-(2-chlorophenyl-ethyl)-2,3-dihydro-1H-inden-1-yl)piperidine-4-carboxylic acid ClC1=C(C=CC=C1)CCC=1C=C2CCC(C2=CC1)N1CCC(CC1)C(=O)O